2,2'-((4-((2,5-dimethoxy-4-((4-nitrophenyl)diazenyl)phenyl)diazenyl)-3-(hexyloxy)phenyl)azanediyl)bis(ethan-1-ol) COC1=C(C=C(C(=C1)N=NC1=CC=C(C=C1)[N+](=O)[O-])OC)N=NC1=C(C=C(C=C1)N(CCO)CCO)OCCCCCC